4-((tert-butoxycarbonyl)amino)-4-methylpiperidine-1-carboxylic acid benzyl ester C(C1=CC=CC=C1)OC(=O)N1CCC(CC1)(C)NC(=O)OC(C)(C)C